O=C1N(C2=CC(=CC=C2C=C1C(=O)[O-])C(F)(F)F)C1=NC=CC=N1 2-oxo-1-(pyrimidin-2-yl)-7-(trifluoromethyl)-1,2-dihydroquinoline-3-carboxylate